N-(1-bicyclo[1.1.1]pentanyl)-8-hydroxy-5-(2-morpholinoethyl)-6-oxo-pyrido[2,3-b]pyrazine-7-carboxamide C12(CC(C1)C2)NC(=O)C2=C(C=1C(=NC=CN1)N(C2=O)CCN2CCOCC2)O